3-chloro-9-(4-chloro-2-fluorophenyl)-7-((2S,4R)-2-(1-cyclopropyl-1H-pyrazol-4-yl)tetrahydro-2H-pyran-4-yl)-2-methyl-4H-pyrazino[1,2-a]pyrimidin-4-one ClC1=C(N=C2N(C1=O)C=C(N=C2C2=C(C=C(C=C2)Cl)F)[C@H]2C[C@H](OCC2)C=2C=NN(C2)C2CC2)C